FC1=CC(=C(C=C1)C=1CCCC2=C(C1C1=C(C=C(C=C1)C=C1CN(C1)CCCF)C(F)(F)F)C=CC=C2)C 8-(4-Fluoro-2-methylphenyl)-9-(4-((1-(3-fluoropropyl)azetidin-3-yliden)methyl)-2-(trifluoromethyl)phenyl)-6,7-dihydro-5H-benzo[7]annulen